(Z)-hexadec-11-en-1-yl acetate C(C)(=O)OCCCCCCCCCC\C=C/CCCC